N1(CCCCC1)CC1(CCCC1)CNC(=O)C1=CC2=C(S1)CCCCCC2 N-[[1-(piperidin-1-ylmethyl)cyclopentyl]methyl]-4,5,6,7,8,9-hexahydrocycloocta[b]thiophene-2-carboxamide